glycerol monostearate monoacetate C(C)(=O)OC(COC(CCCCCCCCCCCCCCCCC)=O)CO